C(C=C\C=C/C=C\C=C\C=C/C=C\CCCCCCCCC)(=O)O 4Z,8E,10Z,13Z,15E,19Z-docosahexaenoic acid